sodium (2s,5r)-2-(fluoromethyl)-7-oxo-1,6-diazabicyclo[3.2.1]octyl-6-yl sulfate S1(=O)(=O)O[C@]2(N3C(N([C@H](CC2)C3)O1)=O)CF.[Na]